C(C=C)(=O)OCCC[Si](OC(C)C)(OC(C)C)OC(C)C acryloxypropyltriisopropoxysilane